NC=1N=C(SC1C(C1=CC=CC=C1)=O)N(C(OC(C)(C)C)=O)C1=CC=C(C=C1)OC tert-butyl N-(4-amino-5-benzoyl-thiazol-2-yl)-N-(4-methoxyphenyl)carbamate